CC(C)(OC(NCCOCCOCC(=O)OCC)=O)C ethyl 2,2-dimethyl-4-oxo-3,8,11-trioxa-5-azatridecan-13-oate